C(C)OC(CCO[SiH2]CCCNC(=O)N)OCC N-(3-diethoxypropoxysilylpropyl)urea